C(C1=CC=CC=C1)OC1=C(C=CC=C1)C1=CC(=CC=C1F)C[C@]1(C[C@H](CC1)NS(=O)(=O)CC)C(=O)OC methyl (1R,3S)-1-((2'-(benzyloxy)-6-fluoro-[1,1'-biphenyl]-3-yl)methyl)-3-(ethylsulfonamido)cyclopentane-1-carboxylate